tert-butyl 4-(3-(5-chloro-7-iodo-3,3-dimethyl-2-oxoindolin-1-yl)-2-oxopyridin-1(2H)-yl)butanoate ClC=1C=C2C(C(N(C2=C(C1)I)C=1C(N(C=CC1)CCCC(=O)OC(C)(C)C)=O)=O)(C)C